[N+](#[C-])CCCCCCCCCCCCCCCCCC 1-isocyanooctadecane